(tert-butyl)-3-(4-(1-(2-chloro-1H-imidazol-1-yl)ethyl)phenyl)-5-isobutylthiophene-2-sulfonamide C(C)(C)(C)C=1C(=C(SC1CC(C)C)S(=O)(=O)N)C1=CC=C(C=C1)C(C)N1C(=NC=C1)Cl